(2R)-2-cyclohexylOxirane C1(CCCCC1)[C@H]1OC1